C(C)(C)(C)C=1N(C=CN1)CC1=CC=C(C=C1)C1=C(C=CC(=C1)CC(C)C)S(=O)(=O)NC(OCC)=O Ethyl ((4'-((2-(tert-butyl)-1H-imidazol-1-yl)methyl)-5-isobutyl-[1,1'-biphenyl]-2-yl)sulfonyl)carbamate